ClC1=CC2=C(N=C(N=C2N2CC(C2)N(C)C)C2=C(C(=CC(=C2Cl)OC)OC)Cl)C=N1 1-(6-chloro-2-(2,6-dichloro-3,5-dimethoxyphenyl)pyrido[3,4-d]pyrimidin-4-yl)-N,N-dimethylazetidin-3-amine